C(C)(C)C1C=C(CCC1)C=C 3-isopropyl-1-vinylcyclohex-1-ene